3-oxa-5,8,11,14,17,20,23,26,29-nonaazadotriacontane-32-thioate CCOCNCCNCCNCCNCCNCCNCCNCCNCCNCCC([O-])=S